3-chloro-5-((6-oxo-1-((3-oxo-6-phenyl-2,3-dihydropyridazin-4-yl)methyl)-4-(trifluoromethyl)-1,6-dihydropyrimidin-5-yl)oxy)benzonitrile ClC=1C=C(C#N)C=C(C1)OC1=C(N=CN(C1=O)CC=1C(NN=C(C1)C1=CC=CC=C1)=O)C(F)(F)F